TERT-BUTYL 6-FORMYL-2,3-DIMETHYLPHENYLCARBAMATE C(=O)C1=CC=C(C(=C1NC(OC(C)(C)C)=O)C)C